C(=C)C1=[N+](C=CC=C1)CCCS(=O)(=O)O 2-vinyl-1-(3-sulphopropyl)pyridinium